P(O)(O)O.N1=C(N)N=C(N)N=C1N melamine phosphite salt